C(C)(C)(C)OC(=O)N1CC(C1)C1=CC=C(CN2C[C@@H](CC2)C(=O)OC)C=C1 (R)-methyl 1-(4-(1-(tert-butoxycarbonyl) azetidin-3-yl) benzyl)-pyrrolidine-3-carboxylate